3-(2-oxa-5-azabicyclo[2.2.1]heptan-5-ylmethyl)-4,5-dimethylaniline C12OCC(N(C1)CC=1C=C(N)C=C(C1C)C)C2